7-(4-chlorobenzyl)-8-(1-fluoro-4-methylcyclohexyl)-1-(3-hydroxypropyl)-3-methyl-3,7-dihydro-1H-purine-2,6-dione ClC1=CC=C(CN2C(=NC=3N(C(N(C(C23)=O)CCCO)=O)C)C2(CCC(CC2)C)F)C=C1